ClC1=NC=C(C(=N1)NCCC1=CC(=CC=C1)OC)C(=O)N 2-chloro-4-((3-methoxyphenylethyl)amino)pyrimidin-5-carboxamide